O=CCC=1C=C(C=CC1)S(=O)(=O)N1CCC(CC1)NC(OC(C)(C)C)=O tert-butyl (1-((3-(2-oxoethyl)-phenyl)sulfonyl)piperidin-4-yl)carbamate